tert-butyl-(3-oxopropyl)carbamate C(C)(C)(C)OC(NCCC=O)=O